1,2-dihydro-phthalazine C1NN=CC2=CC=CC=C12